Lead-titanium oxide [O-2].[Ti+4].[Pb+2].[O-2].[O-2]